(quinolin-3-ylsulfonyl)acetamide N1=CC(=CC2=CC=CC=C12)S(=O)(=O)CC(=O)N